N-(6S)-2-cyclopropyl-4-methyl-5-oxo-7,8-dihydro-6H-pyrazolo[1,5-a][1,3]diazepin-6-yl-1-(tetrahydrofuran-2-ylmethyl)-1,2,4-triazole-3-carboxamide C1C(C1)NC(=O)C1=NN(C(=N1)[C@H]1C(N(C=2N(CC1)N=CC2)C)=O)CC2OCCC2